ClC1=C2C=C(NC2=C(C(=C1)C1=CCCN(C1)C(CCN1N=NC=C1)=O)F)C(=O)N1CC(N(CC1)C1=NC=CC=C1)C 1-(5-(4-Chloro-7-fluoro-2-(3-methyl-4-(pyridin-2-yl)piperazine-1-carbonyl)-1H-indol-6-yl)-3,6-dihydropyridin-1(2H)-yl)-3-(1H-1,2,3-triazol-1-yl)propan-1-one